N-(2-(2,6-dioxo-piperidin-3-yl)-1,3-dioxoisoindolin-5-yl)-3-fluorobenzene-sulfonamide O=C1NC(CCC1N1C(C2=CC=C(C=C2C1=O)NS(=O)(=O)C1=CC(=CC=C1)F)=O)=O